CC1=NC(=CC(=C1)C1=C2CNC(C2=C(C=C1)F)=O)C 4-(2,6-dimethylpyridin-4-yl)-7-fluoroisoindolin-1-one